1-((3-chlorophenyl)sulfonyl)-5-(2-fluorophenyl)-1H-pyrrole-3-carbaldehyde ClC=1C=C(C=CC1)S(=O)(=O)N1C=C(C=C1C1=C(C=CC=C1)F)C=O